NC1=C(C=NC=C1N)C(=O)N 4,5-Diaminopyridine-3-carboxamide